BrC=1C=CC(=C(C=O)C1)OCC=1C=2N(C=CC1)C=CN2 5-bromo-2-(imidazo[1,2-a]pyridin-8-ylmethoxy)benzaldehyde